((5-chloro-2-methoxypyridin-3-yl)sulfonyl)-3-(3-methoxypyridin-1-yl)-1-oxa-8-azaspiro[4.5]decane ClC=1C=C(C(=NC1)OC)S(=O)(=O)C1OC2(CC1N1CC(=CC=C1)OC)CCNCC2